C(#N)CC(=O)OCC(OC(CC#N)=O)COC(CC#N)=O glycerol tris(cyanoacetate)